C(CCCCCCCCCCCCC)(=O)OCCCCCCCCCCCCCCCCCCCCCCCCCC hexacosyl myristate